propylene glycol dioctylcaprate C(CCCCCCC)C(C(O)=O)(CCCCCCCC)CCCCCCCC.C(C(C)O)O